C(C)(C)(C)OC(=O)N[C@H]1CN(CC[C@@H]2N(C1=O)[C@@H](CC2)C(=O)OC)C(NC)=O methyl (5S,8S,10aR)-5-[(tert-butoxycarbonyl)amino]-3-(methylcarbamoyl)-6-oxo-octahydropyrrolo[1,2-a][1,5]diazocine-8-carboxylate